3-methylbutane-1,2-diamine HCl Cl.CC(C(CN)N)C